ClC1=C(OCC(C(=O)N[C@H]2[C@@H](CN(CC2)C)C)(C)C)C=CC=C1 trans-3-(2-chlorophenoxy)-N-(1,3-dimethylpiperidin-4-yl)-2,2-dimethylpropionamide